OCN1C(C2=CC=C(C=C2C1=O)[N+](=O)[O-])=O 2-(hydroxymethyl)-5-nitroisoindole-1,3-dione